O[C@@H]1C[C@H](N(C1)C([C@H](C(C)C)C1=CC(=NO1)OCC1CCNCC1)=O)C(=O)N[C@@H](C)C1=CC=C(C=C1)C1=C(N=CS1)C (2S,4R)-4-hydroxy-1-[(2R)-3-methyl-2-[3-(4-piperidylmethoxy)isoxazol-5-yl]butanoyl]-N-[(1S)-1-[4-(4-methylthiazol-5-yl)phenyl]ethyl]pyrrolidine-2-carboxamide